ClC1=C(C=C(C(=C1)NC1C(NC(CC1)=O)=O)OC)N1CCC(CC1)(O)CC(=O)OC(C)(C)C tert-butyl 2-(1-(2-chloro-4-((2,6-dioxopiperidin-3-yl)amino)-5-methoxyphenyl)-4-hydroxypiperidin-4-yl)acetate